OC1=C(C(=O)C2=C(C=C(C=C2)OC)O)C=CC(=C1)OC 2-hydroxy-2'-hydroxy-4,4'-dimethoxy-benzophenone